C(C(O)CC(=S)[O-])(=S)[O-] dithiomalate